4-(cyclobutylamino)-2-(1-(3-methylbutanoyl)piperidin-4-ylamino)pyrimidine-5-carboxamide C1(CCC1)NC1=NC(=NC=C1C(=O)N)NC1CCN(CC1)C(CC(C)C)=O